(1S,3S,5R)-1-(4-bromophenyl)-3-ethoxy-8-(4-methoxybenzyl)-8-azabicyclo[3.2.1]octane BrC1=CC=C(C=C1)[C@@]12C[C@H](C[C@@H](CC1)N2CC2=CC=C(C=C2)OC)OCC